NC(C(=O)O)(CCCCB(O)O)CCCN1CCN(CC1)CC1=CC=C(C=C1)F 2-amino-6-borono-2-(3-(4-(4-fluorobenzyl)piperazin-1-yl)propyl)hexanoic acid